BrC1=CC=C2C(C(NC2=C1)=O)=O 6-bromo-indole-2,3-dione